2,6,4'-trihydroxy-4-methylbenzophenone OC1=C(C(=O)C2=CC=C(C=C2)O)C(=CC(=C1)C)O